2-(2-oxabicyclo[2.1.1]hex-4-yl)-6-isopropoxy-N-(1-((1s,2r)-2-methylcyclopropyl)-2-oxo-1,2-dihydropyridin-3-yl)-2H-indazole-5-carboxamide C12OCC(C1)(C2)N2N=C1C=C(C(=CC1=C2)C(=O)NC=2C(N(C=CC2)[C@@H]2[C@@H](C2)C)=O)OC(C)C